2,6-dichloro-4-iodo-pyridine-3-carboxylic acid ClC1=NC(=CC(=C1C(=O)O)I)Cl